3-[4-[1-(2,6-dioxo-3-piperidyl)-3-methyl-2-oxo-benzimidazol-5-yl]-1-piperidyl]propanoate O=C1NC(CCC1N1C(N(C2=C1C=CC(=C2)C2CCN(CC2)CCC(=O)[O-])C)=O)=O